[(2R,3S,4R,5R)-5-(4-aminopyrrolo[2,1-f][1,2,4]triazin-7-yl)-5-cyano-3,4-dihydroxy-tetrahydrofuran-2-yl]methyl N-isopropylcarbamate C(C)(C)NC(OC[C@H]1O[C@@]([C@@H]([C@@H]1O)O)(C#N)C1=CC=C2C(=NC=NN21)N)=O